zirconium disilicide [Si]=[Zr]=[Si]